FC=1C=C2C=3C(=C(NC3C1)C1=CC=C(C=C1)CNC1=NC=CC=C1)CCNC2=O 8-fluoro-2-{4-[(pyridin-2-ylamino)methyl]phenyl}-1,3,4,5-tetrahydro-6H-azepino[5,4,3-cd]indol-6-one